CC=1C=C(C=CC1)C1=NN(C=C1)C1=CC(=NC(=N1)OCC1OCCC1)C1C(COCC1)O 4-[6-[3-(3-methylphenyl)-1H-pyrazol-1-yl]-2-[(oxolan-2-yl)methoxy]pyrimidin-4-yl]oxan-3-ol